C(C)N1C(=NN(C1=O)C=1C(=CC2=C(C(=NN(C2=O)C2=C(C=CC=C2)C)C)N1)F)CO 2-(4-ethyl-3-(hydroxymethyl)-5-oxo-4,5-dihydro-1H-1,2,4-triazol-1-yl)-3-fluoro-8-methyl-6-(o-tolyl)pyrido[2,3-d]pyridazin-5(6H)-one